1,2,3,4,5,6,7-heptamethyl-4,5,6,7-tetrahydroindenyl-titanium trimethoxide C[O-].C[O-].C[O-].CC1C(=C(C=2C(C(C(C(C12)C)C)C)(C)[Ti+3])C)C